(4S,6R)-2-bromo-4,6-dimethyl-4,5,6,7-tetrahydropyrazolo[1,5-a]pyrazine BrC1=NN2C([C@@H](N[C@@H](C2)C)C)=C1